Glyceryl Monoerucate Citrate C(CC(O)(C(=O)O)CC(=O)O)(=O)O.C(CCCCCCCCCCC\C=C/CCCCCCCC)(=O)OCC(O)CO